C1(CC1)N(C1=C(C(=NC=N1)NC1(CCOCC1)CC(=O)O)F)CC1=CC=C(C=C1)C(F)(F)F 2-[4-[[6-[cyclopropyl-[[4-(trifluoromethyl)phenyl]methyl]amino]-5-fluoro-pyrimidin-4-yl]amino]tetrahydropyran-4-yl]acetic acid